3-(4-((1-hydroxy-2-methylpropan-2-yl)oxy)-3,5-dimethylphenyl)-1-(4-(methylsulfanyl)phenyl)prop-2-en-1-ol OCC(C)(C)OC1=C(C=C(C=C1C)C=CC(O)C1=CC=C(C=C1)SC)C